Methyl imidothiocarbamate CSC(=N)N